C1OC2=CC=C(C(C(=O)O)O)C=C2O1 4-Methylenedioxy-mandelic acid